C(C)(C)(C)OC(=O)N1CC(C1)CN1CCC(CC1)N1CCC(CC1)[C@@H]1CCNC=2N1N=C(C2C(N)=O)C2=CC=C(C=C2)OC2=CC=CC=C2 (S)-3-((4-(3-carbamoyl-2-(4-phenoxyphenyl)-4,5,6,7-tetrahydropyrazolo[1,5-a]pyrimidin-7-yl)-[1,4'-bipiperidin]-1'-yl)methyl)azetidine-1-carboxylic acid tert-butyl ester